CCCCCCCCCCCC[N+](C)(C)CC(=O)[O-] N-dodecyl-N,N-dimethylglycine